OC[C@@H]1O[C@@H](CN(C1)CC(=O)NC=1C=C(C(=NC1)C)NC(=O)C=1C=NN2C1SC(=C2)C=2C(=NC=CC2)OC)C N-(5-(2-(cis-2-(hydroxymethyl)-6-methylmorpholino)acetamido)-2-methylpyridin-3-yl)-2-(2-methoxypyridin-3-yl)pyrazolo[5,1-b]thiazole-7-carboxamide